NC1=C(C=NC(=C1N)Cl)C(=O)OC methyl 4,5-diamino-6-chloropyridine-3-carboxylate